CS(=O)(=O)N1CCC(CC1)C1=CC=C(C=C1)C1=CC=2C(=NC=CN2)C(=N1)NCC1CNCCO1 7-(4-(1-(methylsulfonyl)-piperidin-4-yl)phenyl)-N-(morpholine-2-ylmethyl)pyrido[3,4-b]pyrazine-5-amine